[6-[tert-butoxycarbonyl(methyl)amino]pyridin-3-yl]methyl 4-methylbenzenesulfonate CC1=CC=C(C=C1)S(=O)(=O)OCC=1C=NC(=CC1)N(C)C(=O)OC(C)(C)C